(S)-6-chloro-N-(3-chloro-4-fluorophenyl)-5-(2-((1-(3-methyl-1,2,4-oxadiazol-5-yl)ethyl)amino)-2-oxoacetyl)-2,3-dihydro-1H-pyrrolizine-7-carboxamide ClC1=C(N2CCCC2=C1C(=O)NC1=CC(=C(C=C1)F)Cl)C(C(=O)N[C@@H](C)C1=NC(=NO1)C)=O